potassium piperazine-N,N'-bis-dithiocarboxylate N1(CCN(CC1)C(=S)[S-])C(=S)[S-].[K+].[K+]